C1=CC=CC2=CC3=CC=CC=C3C(=C12)C1=C(N=C(N=N1)N)N 6-(9-Anthracenyl)-3,5-diamino-1,2,4-triazine